OC12C(C=3C=C(SC3N=C2N(CC1)C=1C=NC(=CC1)OC)C)=O 9-Hydroxy-12-(6-methoxypyridin-3-yl)-5-methyl-4-thia-2,12-diazatricyclo[7.3.0.03,7]dodeca-1,3(7),5-trien-8-on